2-((2S)-1-Acryloyl-4-((7R)-7-(7-fluoro-3,4-dihydroquinolin-1(2H)-yl)-2-(3-fluoro-4-(methylamino)pyrrolidin-1-yl)-5,6,7,8-tetrahydroquinazolin-4-yl)piperazin-2-yl)acetonitrile C(C=C)(=O)N1[C@H](CN(CC1)C1=NC(=NC=2C[C@@H](CCC12)N1CCCC2=CC=C(C=C12)F)N1CC(C(C1)NC)F)CC#N